(S)-5-((1-(4-Aminobutoxy)propan-2-yl)oxy)benzo[c][2,6]naphthyridine-8-carboxylic acid methyl ester COC(=O)C=1C=CC2=C(N=C(C3=CC=NC=C23)O[C@H](COCCCCN)C)C1